2-Bromo-1,5-difluoro-3-nitrobenzene BrC1=C(C=C(C=C1[N+](=O)[O-])F)F